4-[[5-[4-(cyanomethoxy)-2,3-difluoro-phenyl]-1-methylimidazole-2-carbonyl]amino]-2-methyl-benzoic acid C(#N)COC1=C(C(=C(C=C1)C1=CN=C(N1C)C(=O)NC1=CC(=C(C(=O)O)C=C1)C)F)F